6-Chloro-N4-{[1-(ethoxymethyl)cyclopentyl]methyl}-N4-ethyl-3-nitropyridin-2,4-diamine ClC1=CC(=C(C(=N1)N)[N+](=O)[O-])N(CC)CC1(CCCC1)COCC